ClC=1C=C(C=CC1N1C(N(CC1)C)=O)C1=C(C(=CC(=C1)F)C=1C=NC(=C(C1)N1CCNCC1)CO)O 1-(3-chloro-5'-fluoro-2'-hydroxy-3'-(6-(hydroxymethyl)-5-(piperazin-1-yl)pyridin-3-yl)-[1,1'-biphenyl]-4-yl)-3-methylimidazolidin-2-one